O=C1NC(CCC1N1C(C2=CC=CC(=C2C1=O)NC(CCCCCC#C)=O)=O)=O N-(2-(2,6-dioxopiperidin-3-yl)-1,3-dioxoisoindolin-4-yl)oct-7-ynamide